FC=1C(=C2C=NNC2=C(C1)C1=CC=C(N=N1)N(C1C[C@H]2CC[C@@H](C1)N2C(=O)OC(C)(C)C)C)C=2C=NNC2 tert-butyl (1R,3S,5S)-3-([6-[5-fluoro-4-(1H-pyrazol-4-yl)-1H-indazol-7-yl]pyridazin-3-yl](methyl)amino)-8-azabicyclo[3.2.1]octane-8-carboxylate